2-fluoro-6-formyl-4-(3-(4-(pyrrolidin-1-yl)phenyl)-1,2,4-thiadiazol-5-yl)phenyl D-valinate hydrochloride Cl.N[C@H](C(C)C)C(=O)OC1=C(C=C(C=C1C=O)C1=NC(=NS1)C1=CC=C(C=C1)N1CCCC1)F